N-((2-(4-fluoro-6-(4,7-diazaspiro[2.5]octan-7-yl)pyridin-2-yl)-1,6-naphthyridin-7-yl)methyl)-4-methyl-3-(methylsulfinyl)benzamide FC1=CC(=NC(=C1)N1CCNC2(CC2)C1)C1=NC2=CC(=NC=C2C=C1)CNC(C1=CC(=C(C=C1)C)S(=O)C)=O